3-((6-(3-methylisoxazol-4-yl)-1-oxoisoquinolin-2(1H)-yl)methyl)-N-(4,5,6,7-tetrahydrothiazolo[4,5-c]pyridin-2-yl)benzamide CC1=NOC=C1C=1C=C2C=CN(C(C2=CC1)=O)CC=1C=C(C(=O)NC=2SC3=C(CNCC3)N2)C=CC1